6-[3-[benzyloxycarbonyl-(methyl)amino]phenyl]-2,6-diazaspiro[3.3]heptane-2-carboxylic acid tert-butyl ester C(C)(C)(C)OC(=O)N1CC2(C1)CN(C2)C2=CC(=CC=C2)N(C)C(=O)OCC2=CC=CC=C2